BrC1=CC(=C(C(=C1)F)CN1C=CC=2C(=NC=CC21)OC)F 1-((4-bromo-2,6-difluorophenyl)methyl)-4-methoxypyrrolo[3,2-c]pyridine